4-((4-(5-Chloro-2-(4-fluoro-2-(methoxy-d3)phenoxy)-4-(trifluoromethyl)benzamido)-6-oxopyridazin-1(6H)-yl)methoxy)-4-oxobutyric acid ClC=1C(=CC(=C(C(=O)NC=2C=NN(C(C2)=O)COC(CCC(=O)O)=O)C1)OC1=C(C=C(C=C1)F)OC([2H])([2H])[2H])C(F)(F)F